CC1([C@H](C2=CC=C(C=C2C1)C1=CC(=C(C=C1)OCCC)C)NC(O[C@@H]1CN2CCC1CC2)=O)C (S)-quinuclidin-3-yl ((R)-2,2-dimethyl-5-(3-methyl-4-propoxyphenyl)-2,3-dihydro-1H-inden-1-yl)carbamate